2-((1-hydroxy-2-(methylsulfonyl)-1,2-dihydrobenzo[d][1,2,3]diazaborinin-7-yl)oxy)acetate OB1N(N=CC2=C1C=C(C=C2)OCC(=O)[O-])S(=O)(=O)C